FC1=CC2=C(N=C(S2)NC[C@@H]2N(C3CC([C@@H]2C)C3)C(=O)C=3N=C(SC3C3=NC=CC=N3)C)C=C1 6-Fluoro-N-({(3R,4S)-4-methyl-2-[2-methyl-5-(pyrimidin-2-yl)-1,3-thiazol-4-carbonyl]-2-azabicyclo[3.1.1]heptan-3-yl}methyl)-1,3-benzothiazol-2-amin